C(C)OC(=O)C=1C=NC(=NC1)C=1C=NN(C1NC(=O)O[C@H](C)C=1C(=NC=C(C1)F)F)C.CC1=C(C=CC=C1C)C(C)C=1N=CNC1 (+)-4-(S)-[1-(2,3-dimethylphenyl)ethyl]-1H-imidazole Ethyl-(R)-2-(5-(((1-(2,5-difluoropyridin-3-yl)ethoxy)carbonyl)amino)-1-methyl-1H-pyrazol-4-yl)pyrimidine-5-carboxylate